methyl 5,7-dioxoindolizine-3-carboxylate O=C1N2C(C=CC2=CC(C1)=O)C(=O)OC